1-((5-((2,4-dimethoxybenzyl)amino)-7-methoxy-[1,2,4]triazolo[1,5-c]quinazolin-2-yl)methyl)-3-isopropyl-1-(4-(trifluoromethyl)benzyl)urea COC1=C(CNC2=NC=3C(=CC=CC3C=3N2N=C(N3)CN(C(=O)NC(C)C)CC3=CC=C(C=C3)C(F)(F)F)OC)C=CC(=C1)OC